3-(1-(4-(5-(difluoromethyl)-1,3,4-oxadiazol-2-yl)-2-fluorobenzyl)-1H-1,2,3-triazol-4-yl)benzoic acid FC(C1=NN=C(O1)C1=CC(=C(CN2N=NC(=C2)C=2C=C(C(=O)O)C=CC2)C=C1)F)F